(3S)-3-Acetylamino-N-(4-(chlorodifluoromethoxy)phenyl)-4-isopropyl-5-(pyrazin-2-yl)-1,2,3,3a,4,8b-hexaHydrocyclopenta[b]indole-7-carboxamide C(C)(=O)N[C@H]1CCC2C1N(C=1C(=CC(=CC21)C(=O)NC2=CC=C(C=C2)OC(F)(F)Cl)C2=NC=CN=C2)C(C)C